1-isopropyl-4-((1-(3,4,5-trimethoxyphenyl)-1H-imidazol-4-yl)amino)-1H-pyrazolo[3,4-d]pyrimidin C(C)(C)N1N=CC=2C1=NC=NC2NC=2N=CN(C2)C2=CC(=C(C(=C2)OC)OC)OC